FC=1C=C2C(C(NC2=CC1)=O)=CC1=C(C(=CN1)NC(CN1CCN(CC1)C(CCCCCCC(=O)N)=O)=O)C 8-(4-(2-((5-((5-fluoro-2-oxoindol-3-ylidene)methyl)-4-methyl-1H-pyrrol-3-yl)amino)-2-oxoethyl)piperazin-1-yl)-8-oxooctanamide